C(C)(C)[SiH](C(C)C)C(C)C trisIsopropylsilane